Trans-N-[4-[5-(4-amino-2-cyclopropylsulfanyl-phenyl)thiazol-2-yl]cyclohexyl]carbamic acid isopropyl ester C(C)(C)OC(N[C@@H]1CC[C@H](CC1)C=1SC(=CN1)C1=C(C=C(C=C1)N)SC1CC1)=O